N-(2-hydroxybenzyl)-1-(2,5-dimethoxy-4-ethylphenyl)-2-aminoethane OC1=C(CNCCC2=C(C=C(C(=C2)OC)CC)OC)C=CC=C1